C1(CC1)C1=NC=CC(=C1)C1=NOC(=N1)C(C(=O)N1CCCCC1)C 2-(3-(2-cyclopropylpyridin-4-yl)-1,2,4-oxadiazol-5-yl)-1-(piperidin-1-yl)propan-1-one